(2R,3R,4R,5S)-3,4,5-tris(benzyloxy)-1-(2-fluorophenethyl)-2-methylpiperidine C(C1=CC=CC=C1)O[C@@H]1[C@H](N(C[C@@H]([C@H]1OCC1=CC=CC=C1)OCC1=CC=CC=C1)CCC1=C(C=CC=C1)F)C